C1(CC1)N(C=1N=CC(=NC1)C1=C(C=C(C(=C1)F)C1=CC(=NC=C1)OC)O)C1C([C@@H]2CC[C@H](C1)N2)F 2-(5-(cyclopropyl((1S,5R)-2-fluoro-8-azabicyclo[3.2.1]octan-3-yl)amino)pyrazin-2-yl)-4-fluoro-5-(2-methoxypyridin-4-yl)phenol